N,N-dimethyl-octanoamide CN(C(CCCCCCC)=O)C